N-((4-(6-(6-(difluoromethyl)imidazo[1,2-b]pyridazin-3-yl)pyrimidin-4-yl)-1-ethyl-3-methylpiperazin-2-yl)methyl)methanesulfonamide FC(C=1C=CC=2N(N1)C(=CN2)C2=CC(=NC=N2)N2C(C(N(CC2)CC)CNS(=O)(=O)C)C)F